(R)-methyl-3-hydroxybutyrate COC(C[C@@H](C)O)=O